[1,4]dithiino[2,3-c:5,6-c']dipyrrole-1,3,5,7(2H,6H)-tetrone C1(C2=C(C(N1)=O)SC1=C(C(NC1=O)=O)S2)=O